ClC=1C(=C(C(=CC1)OC)C1=CC(=NC=C1C(=O)NC=1SC(=NN1)N(C)CCOC)C)F 4-(3-chloro-2-fluoro-6-methoxyphenyl)-N-(5-((2-methoxyethyl)(methyl)amino)-1,3,4-thiadiazol-2-yl)-6-methylnicotinamide